FC1=C2C=C(C(N3C2=C(C(=C1N1S(N=CC1=O)(=O)=O)OCOC)CC3)=O)OCCC(C)C (7-fluoro-5-(isopentyloxy)-9-(methoxymethoxy)-4-oxo-1,2-dihydro-4H-pyrrolo[3,2,1-ij]quinolin-8-yl)-1,2,5-thiadiazolin-3-one 1,1-dioxide